FC=1C=C(C=O)C=C(C1)C#N 3-fluoro-5-cyanobenzaldehyde